2-fluoro-4-((9-(3-hydroxycyclopentyl)-7-methyl-8-oxo-8,9-dihydro-7H-purin-2-yl)amino)-5-methylbenzamide FC1=C(C(=O)N)C=C(C(=C1)NC1=NC=C2N(C(N(C2=N1)C1CC(CC1)O)=O)C)C